Bis[3-(3-aminophenoxy)phenyl]phenylsulfone NC=1C=C(OC=2C=C(C=CC2)C=2C(=C(C=CC2)S(=O)(=O)C2=C(C(=CC=C2)C2=CC(=CC=C2)OC2=CC(=CC=C2)N)C2=CC(=CC=C2)OC2=CC(=CC=C2)N)C2=CC(=CC=C2)OC2=CC(=CC=C2)N)C=CC1